BrC1=CN=CC(=N1)N1[C@@H]2C[C@H]2CC1 (1R,3S,5R)-N-(6-bromopyrazin-2-yl)-2-azabicyclo[3.1.0]hexane